N[C@H](C(=O)NC=1C(=NN(C1)C(CC(F)F)C1=NN=NN1CC(F)(F)F)F)COC(C)(C)C (2S)-2-amino-3-tert-butoxy-N-[1-[3,3-difluoro-1-[1-(2,2,2-trifluoroethyl)tetrazol-5-yl]propyl]-3-fluoro-pyrazol-4-yl]propanamide